(±)-8-(2-hydroxy-2-(methyl-d3)cyclopentyl)-6-(methyl-d3)-2-((1-((methyl-d3)sulfonyl)piperidin-4-yl-3,3,4,5,5-d5)-amino)pyrido[2,3-d]pyrimidin-7(8H)-one OC1(C(CCC1)N1C(C(=CC2=C1N=C(N=C2)NC2(C(CN(CC2([2H])[2H])S(=O)(=O)C([2H])([2H])[2H])([2H])[2H])[2H])C([2H])([2H])[2H])=O)C([2H])([2H])[2H]